CN1C(C(=C(C(=C1)C)[O-])NC(N[C@@H](CC(=O)[O-])C=1C=C(C=CC1)C1=CC(=CC=C1)C)=O)=O.[Na+].[Na+] sodium (S)-3-(3-(1,5-dimethyl-4-oxido-2-oxo-1,2-dihydropyridin-3-yl)ureido)-3-(3'-methyl biphenyl-3-yl)propanoate